1-methyl-5-(3-nitrophenyl)-1H-pyrazole-4-carboxylic acid CN1N=CC(=C1C1=CC(=CC=C1)[N+](=O)[O-])C(=O)O